1,3,5-tri-oxane O1COCOC1